FC=1C(=C(C(=O)NO)C=CC1SC1=NN=C(N1C)C1=NC=CC=C1)F difluoro-N-hydroxy-4-((4-methyl-5-(pyridin-2-yl)-4H-1,2,4-triazol-3-yl)thio)benzamide